(4-(3-isobutoxyoxetan-3-yl)phenyl)(4-(4-(trifluoromethyl)phenoxy)piperidin-1-yl)methanone C(C(C)C)OC1(COC1)C1=CC=C(C=C1)C(=O)N1CCC(CC1)OC1=CC=C(C=C1)C(F)(F)F